(4R)-amino-L-prolinamide NN1[C@@H](CCC1)C(=O)N